CC1=CC=CC(=N1)C=1N(C=C(N1)CNC1CCOCC1)C=1C=CC=2N(C1)C(=CN2)C(=O)N 6-(2-(6-Methylpyridin-2-yl)-4-(((tetrahydro-2H-pyran-4-yl)amino)methyl)-1H-imidazol-1-yl)imidazo[1,2-a]pyridine-3-carboxamide